ClC=1C(=CC2=C(N(C(C(N2CC2(CN(C2)C(=O)OC(C)(C)C)F)=O)=O)C2=C(C=CC=C2C(C)C)C(C)C)N1)Cl tert-butyl 3-((6,7-dichloro-4-(2,6-diisopropylphenyl)-2,3-dioxo-3,4-dihydropyrido[2,3-b]pyrazin-1(2H)-yl)methyl)-3-fluoroazetidine-1-carboxylate